ClC1=C(C(=CC=C1)F)C1=NOC(=C1CO[C@H]1[C@@H]2CN([C@H](C1)C2)C=2SC1=C(N2)C(=CC(=C1)C(=O)OC)C)C1CC1 methyl 2-[(1S,4S,5R)-5-[[3-(2-chloro-6-fluorophenyl)-5-cyclopropyl-1,2-oxazol-4-yl]methoxy]-2-azabicyclo[2.2.1]heptan-2-yl]-4-methyl-1,3-benzothiazole-6-carboxylate